2-chloro-N-[(2S)-7-methyl-2-phenyl-1,2,3,4-tetrahydropyrido[1,2-a]benzimidazol-2-yl]-4-(3-methyl-1H-1,2,4-triazol-1-yl)benzamide ClC1=C(C(=O)N[C@@]2(CCC3=NC4=C(N3C2)C=CC(=C4)C)C4=CC=CC=C4)C=CC(=C1)N1N=C(N=C1)C